4-amino-1-allyl-pyrazole NC=1C=NN(C1)CC=C